C1(=CC=CC=C1)[C@H](CCCCC)O (S)-1-phenylhexan-1-ol